2-(2-chloro-4-(2-((1-(cyclopropylmethyl)-5-fluoro-1H-benzo[d]imidazol-2-yl)amino)-2-oxoethyl)phenoxy)pyridine-3-carboxamide Lithium 2,4,6-triisopropylbenzenesulfinate C(C)(C)C1=C(C(=CC(=C1)C(C)C)C(C)C)S(=O)[O-].[Li+].ClC1=C(OC2=NC=CC=C2C(=O)N)C=CC(=C1)CC(=O)NC1=NC2=C(N1CC1CC1)C=CC(=C2)F